ClC1=NC=C2N=C(N(C2=N1)CC1=CC=C(C=C1)C=1N(C=C(N1)C(F)(F)F)C(C)C)C1=NN(C=C1)C 2-chloro-9-(4-(1-isopropyl-4-(trifluoromethyl)-1H-imidazol-2-yl)benzyl)-8-(1-methyl-1H-pyrazol-3-yl)-9H-purine